4-(6-(4-isopropylpiperazin-1-yl)pyridin-3-yl)-1-methyl-6-(6-(4-(oxetan-3-yl)piperazin-1-yl)pyridin-3-yl)-1H-benzo[d]imidazole C(C)(C)N1CCN(CC1)C1=CC=C(C=N1)C1=CC(=CC=2N(C=NC21)C)C=2C=NC(=CC2)N2CCN(CC2)C2COC2